5-bromo-2-(difluoromethoxy)pyrimidine BrC=1C=NC(=NC1)OC(F)F